tert-butyl 4-[8-[1-(2-tert-butoxycarbonylanilino)ethyl]-6-methyl-4-oxo-chromen-2-yl]piperidine-1-carboxylate C(C)(C)(C)OC(=O)C1=C(NC(C)C=2C=C(C=C3C(C=C(OC23)C2CCN(CC2)C(=O)OC(C)(C)C)=O)C)C=CC=C1